tert-butyl (R)-(1-(pyrimidin-2-yl)ethyl)((6-(2,2,2-trifluoroethoxy)pyridazin-3-yl)methyl)carbamate N1=C(N=CC=C1)[C@@H](C)N(C(OC(C)(C)C)=O)CC=1N=NC(=CC1)OCC(F)(F)F